methyl 2-[[tert-butoxycarbonyl-[3-ethylsulfonyl-5-(trifluoromethyl)pyrazolo[1,5-a]pyridin-2-yl]amino]methyl]-5-(trifluoromethoxy)benzoate C(C)(C)(C)OC(=O)N(C1=NN2C(C=C(C=C2)C(F)(F)F)=C1S(=O)(=O)CC)CC1=C(C(=O)OC)C=C(C=C1)OC(F)(F)F